methyl (5R)-5-[[(benzyloxy)carbonyl]amino]-2-diazo-3-oxohexanoate C(C1=CC=CC=C1)OC(=O)N[C@@H](CC(C(C(=O)OC)=[N+]=[N-])=O)C